(5-(1,4-dimethyl-1H-pyrazol-5-yl)pyrimidin-2-yl)ammonia CN1N=CC(=C1C=1C=NC(=NC1)N)C